BrC=1C(N(N=C(C1OC)C)C)=O 4-bromo-5-methoxy-2,6-dimethylpyridazin-3(2H)-one